5-(3-Fluoro-2-methylphenyl)-7-(2,2,2-trifluoroethoxy)imidazo[1,2-a]Quinoxaline-4(5H)-on FC=1C(=C(C=CC1)N1C(C=2N(C3=CC=C(C=C13)OCC(F)(F)F)C=CN2)=O)C